P(=O)([O-])([O-])[O-].[Fe+2].[Li+].[Ni+2] nickel-lithium iron phosphate